ClC1=C(C(=CC=C1)Cl)N1N=C(C(=C1)NC1=CC=C(C=C1)N1N=C(C(=C1C)C)C)C(=O)N 1-(2,6-dichlorophenyl)-4-((4-(3,4,5-trimethyl-1H-pyrazol-1-yl)phenyl)amino)-1H-pyrazole-3-carboxamide